5-(4-[2-(5-ethylpyridin-2-yl)ethoxy]benzyl)thiazolidine C(C)C=1C=CC(=NC1)CCOC1=CC=C(CC2CNCS2)C=C1